IC1=C2C(=NC(=C1)C#N)C=CN2COCC[Si](C)(C)C 7-iodo-1-((2-(trimethylsilyl)ethoxy)methyl)-1H-pyrrolo[3,2-b]pyridine-5-carbonitrile